5'-methyl-4-pentyl-2'-(prop-1-en-2-yl)-3-(thiazol-4-yl)-1',2',3',4'-tetrahydro-[1,1'-biphenyl] CC=1CCC(C(C1)C1=CC(=C(C=C1)CCCCC)C=1N=CSC1)C(=C)C